N-[1-(1-cyclopropyl-1H-imidazol-2-yl)-2-hydroxyethyl]-2-methyl-5-[(pyridin-2-yl)methoxy]-2H-indazole-3-carboxamide C1(CC1)N1C(=NC=C1)C(CO)NC(=O)C=1N(N=C2C=CC(=CC12)OCC1=NC=CC=C1)C